stearamidopropyl-amine C(CCCCCCCCCCCCCCCCC)(=O)NCCCN